C1(C=CC(C=C1)=NO)=NO 4-Benzoquinone dioxime